6-bromo-2-iodo-1-methylbenzo[d]imidazole BrC=1C=CC2=C(N(C(=N2)I)C)C1